O1C(=NC=C1)C=1N=C2CCCNC2=CC1 6-(1,3-oxazol-2-yl)-1,2,3,4-tetrahydro-1,5-naphthyridine